CC=1CC2=CC=CC=C2C1 2-methylindene